6-bromo-2-methylpyrido[3,4-d]pyrimidin-4(3H)-one BrC1=CC2=C(N=C(NC2=O)C)C=N1